C(C1=CC=CC=C1)OC=1C2=C(C(=NC1)F)C[C@@H]1CC[C@H]2N1C(=O)NC1=C(C=C(C(=C1)Cl)Cl)F (5R,8S)-4-(benzyloxy)-N-(4,5-dichloro-2-fluorophenyl)-1-fluoro-6,7,8,9-tetrahydro-5H-5,8-epiminocyclohepta[c]pyridine-10-carboxamide